(R)-3-(naphthalen-1-yl)-1-phenyl-1-propanol C1(=CC=CC2=CC=CC=C12)CC[C@@H](O)C1=CC=CC=C1